C1=C(C=CC2=CC=CC=C12)C1=CC=C(C=C1)NC1=CC=C(C=C1)C1=CC2=CC=CC=C2C=C1 bis(4-(naphthalene-2-yl)phenyl)amine